COC1=CC=C(C=C1)C1=CN=C2N1C=CN=C2NC2=CC=C(C=C2)C(=O)N2CCN(CC2)C [4-[[3-(4-methoxyphenyl)imidazo[1,2-a]pyrazin-8-yl]amino]phenyl]-(4-methylpiperazin-1-yl)methanone